Ethyl (S)-2-((4-(3-((4-chloro-2-fluorobenzyl) oxy) phenyl)-3,6-dihydropyridin-1(2H)-yl) methyl)-1-(oxetan-2-ylmethyl)-1H-thieno[2,3-d]imidazole-5-carboxylate ClC1=CC(=C(COC=2C=C(C=CC2)C=2CCN(CC2)CC=2N(C3=C(N2)SC(=C3)C(=O)OCC)C[C@H]3OCC3)C=C1)F